N-(1-Bromo-3-((((6-(4-sulfamoylbenzamido)hexyl)oxy)carbonyl)oxy)prop-1-en-1-yl)-N-methylpent-4-yn-1-amine oxide BrC(=CCOC(=O)OCCCCCCNC(C1=CC=C(C=C1)S(N)(=O)=O)=O)[N+](CCCC#C)(C)[O-]